2-(7-((2S,5R)-2,5-dimethyl-4-(1-(quinoxalin-6-yl)ethyl)piperazin-1-yl)-6-fluoro-3,4-dimethyl-5-oxo-4,5-dihydro-3H-imidazo[4,5-b]pyridin-2-yl)acetonitrile C[C@@H]1N(C[C@H](N(C1)C(C)C=1C=C2N=CC=NC2=CC1)C)C=1C2=C(N(C(C1F)=O)C)N(C(=N2)CC#N)C